4-(2-(4-((1R,5S)-3,8-diazabicyclo[3.2.1]octan-3-yl)-6-(((2R,7aS)-2-fluorotetrahydro-1H-pyrrolizin-7a(5H)-yl)methoxy)-1,3,5-triazin-2-yl)ethyl)-5-ethynyl-6-fluoronaphthalen-2-ol [C@H]12CN(C[C@H](CC1)N2)C2=NC(=NC(=N2)OC[C@]21CCCN1C[C@@H](C2)F)CCC2=CC(=CC1=CC=C(C(=C21)C#C)F)O